CC(=CC=NO)C(C)(C)C 3,4,4-trimethyl-2-pentene-1-aldoxime